9,9'-spirobifluorene-3-boronic acid C1=CC(=CC=2C3=CC=CC=C3C3(C12)C1=CC=CC=C1C=1C=CC=CC13)B(O)O